CC1=C(OC2=C(C=C(C=C2C1=O)C)[C@@H](C)NC1=C(C=CC=C1)C1=NNC(O1)=O)C1=CC=CC=C1 5-[2-[[(1R)-1-(3,6-Dimethyl-4-oxo-2-phenyl-chromen-8-yl)ethyl]amino]phenyl]-3H-1,3,4-oxadiazol-2-one